Br.S(=O)(=O)(O)O hydrogen sulfate, hydrobromide